FC=1C=C(C=C2CC(CC12)CN1CCC2(CN(C(O2)=O)C2=NC3=C(OCC(N3)=O)N=C2)CC1)NC(=O)C1NCC(C1)O N-[7-fluoro-2-[[2-oxo-3-(3-oxo-4H-pyrazino[2,3-b][1,4]oxazin-6-yl)-1-oxa-3,8-diazaspiro[4.5]decan-8-yl]methyl]indan-5-yl]-4-hydroxy-pyrrolidine-2-carboxamide